N-[(1R)-1-(3-Methoxyphenyl)ethyl]-2-methyl-5-(4-methylpiperazin-1-yl)benzamide COC=1C=C(C=CC1)[C@@H](C)NC(C1=C(C=CC(=C1)N1CCN(CC1)C)C)=O